CCCCCCCCC[C@H](CC(=O)SCCNC(=O)CCNC(=O)[C@@H](C(C)(C)COP(=O)(O)OP(=O)(O)OC[C@@H]1[C@H]([C@H]([C@@H](O1)N2C=NC3=C(N=CN=C32)N)O)OP(=O)(O)O)O)O The molecule is a 3-hydroxy fatty acyl-CoA that results from the formal condensation of the thiol group of coenzyme A with the carboxy group of (R)-3-hydroxydodecanoic acid. It is a (R)-3-hydroxyacyl-CoA, a 3-hydroxy fatty acyl-CoA and a medium-chain fatty acyl-CoA. It derives from a (R)-3-hydroxylauric acid. It is a conjugate acid of a (R)-3-hydroxylauroyl-CoA(4-).